2-[2-Methyl-3-(trideuteriomethoxy)phenyl]pyrrolidine hydrochloride Cl.CC1=C(C=CC=C1OC([2H])([2H])[2H])C1NCCC1